1-bromo-4-(difluoromethyl)-3-fluoro-2-methoxy-benzene BrC1=C(C(=C(C=C1)C(F)F)F)OC